Methyl 2-(4'-fluoro-2'-(4-methyl-4H-1,2,4-triazol-3-yl)-[1,1'-biphenyl]-3-yl)-1H-benzo[d]imidazole-6-carboxylate FC1=CC(=C(C=C1)C1=CC(=CC=C1)C1=NC2=C(N1)C=C(C=C2)C(=O)OC)C2=NN=CN2C